(S)-4-methyl-3-(1-(pyrimidin-5-yl)pyrrolidin-3-yl)-N-(4-(trifluoro-methoxy)pyridin-2-yl)benzamide CC1=C(C=C(C(=O)NC2=NC=CC(=C2)OC(F)(F)F)C=C1)[C@H]1CN(CC1)C=1C=NC=NC1